O(C1=CC=CC=C1)C=1C=C(C=CC1)C1=NN(C2=NC=NC=C21)[C@H]2CN(CCC2)C(C=C)=O (R)-1-(3-(3-(3-phenoxyphenyl)-1H-pyrazolo[3,4-d]pyrimidin-1-yl)piperidin-1-yl)prop-2-en-1-one